2-[2-Fluoro-5-(7-morpholin-4-yl-quinazolin-4-yl)-phenyl]-2-(3-methoxy-pyrazin-2-yl)acetamide FC1=C(C=C(C=C1)C1=NC=NC2=CC(=CC=C12)N1CCOCC1)C(C(=O)N)C1=NC=CN=C1OC